1-((5-bromo-4-chloropyridin-2-yl)methyl)-2-phenethyl-4-((trifluoromethyl)sulfonyl)-2,3,4,5-tetrahydro-1H-benzo[e][1,4]diazepine BrC=1C(=CC(=NC1)CN1C(CN(CC2=C1C=CC=C2)S(=O)(=O)C(F)(F)F)CCC2=CC=CC=C2)Cl